n-hexyl-(dimethylsilyloxy)[(dimethylsiloxy)dimethylsiloxy]silane C(CCCCC)[SiH](O[Si](C)(C)O[SiH](C)C)O[SiH](C)C